4-(1-benzothiophen-2-yl)-4-methylpiperidine S1C(=CC2=C1C=CC=C2)C2(CCNCC2)C